FS(C=1C=CC(=NC1)N)(F)(F)(F)F 5-(pentafluoro-λ6-sulfanyl)-2-aminopyridine